2-tert-butyl-3-ethyl-hept-5-ene-2,3-dicarboxylic acid C(C)(C)(C)C(C)(C(CC=CC)(C(=O)O)CC)C(=O)O